C(CS)(=O)OCC(COC(CS)=O)(COCC(COC(CS)=O)(COC(CS)=O)COC(CS)=O)COC(CS)=O dipentaerythritol-hexa-(thio glycolate)